BrC1=CC=C(C=2C=C(OC21)CNC(=O)C=2C=NN1C2N=CC=C1)C N-((7-Bromo-4-methylbenzofuran-2-yl)methyl)pyrazolo[1,5-a]pyrimidine-3-carboxamide